(3,3,3-trifluoropropyl)dimethylchlorosilane FC(CC[Si](Cl)(C)C)(F)F